N=S(=O)(C1(CC1)C1=C2C(=NC(=C1)N1[C@@H](COCC1)C)C(=NS2=O)C2=CC(=NN2)C)C imino(methyl)(1-(3-(3-methyl-1H-pyrazol-5-yl)-5-((R)-3-methylmorpholino)-1-oxidoisothiazolo[4,5-b]pyridin-7-yl)cyclopropyl)-λ6-sulfanone